5-(cyclopropylmethylsulfonyl)furan-2-carboxamide C1(CC1)CS(=O)(=O)C1=CC=C(O1)C(=O)N